lithium trifluoroacetate FC(C(=O)[O-])(F)F.[Li+]